COC([C@H](N1N=C2C=C(C=CC2=C1)I)C1=CC(=CC=C1)F)=O |r| (2RS)-2-(3-fluorophenyl)-2-(6-iodoindazol-2-yl)acetic acid methyl ester